Sodium (2S,5R)-2-(dichloromethyl)-7-oxo-1,6-diazabicyclo[3.2.1]octan-6-yl sulfate S(=O)(=O)(ON1[C@@H]2CC[C@H](N(C1=O)C2)C(Cl)Cl)[O-].[Na+]